6-[(3-cyclopropylpyrazol-1-yl)methyl]-2-azaspiro[3.3]heptane C1(CC1)C1=NN(C=C1)CC1CC2(CNC2)C1